NC1=NC2=CC(=CC=C2C=C1F)CN(C(=O)C=1C=NC=C(C1)C)C1=C(C=CC=C1)S(=O)(=O)C N-[(2-amino-3-fluoroquinolin-7-yl)methyl]-N-(2-methanesulfonylphenyl)-5-methylpyridine-3-carboxamide